ClC1=C(C=CC=C1)N1C(N=C(C2=CC(=C(C=C12)C1CC1)C#N)NCC1=NN(C=C1)C)=O 1-(2-Chlorophenyl)-7-cyclopropyl-4-(((1-methyl-1H-pyrazol-3-yl)methyl)amino)-2-oxo-1,2-dihydroquinazoline-6-carbonitrile